OC(/C=C/[C@H]1CC[C@H]2[C@@H]1CCC1=C(O2)C=C(C=C1)C(=O)O)C1(CCC1)C1=CC=CC=C1 (1R,3aS,10aR)-1-[(1E,3ξ)-3-hydroxy-3-(1-phenylcyclobutyl)-1-propen-1-yl]-2,3,3a,9,10,10a-hexahydro-1H-benzo[b]cyclopenta[f]oxepin-6-carboxylic acid